C(C1=CC=CC=C1)OC(=O)[C@H]1N(C([C@@H]1CCCC=C)=O)[Si](C)(C)C(C)(C)C (2S,3R)-1-[tert-butyl-(dimethyl)silyl]-4-oxo-3-pent-4-en-1-ylazetidine-2-carboxylic acid benzyl ester